2-allyl-1,3-dioxol C(C=C)C1OC=CO1